6-bromo-N-(3-chloro-2-fluoro-phenyl)-7-fluoro-pyrido[3,2-d]pyrimidin-4-amine BrC=1C(=CC=2N=CN=C(C2N1)NC1=C(C(=CC=C1)Cl)F)F